N-(2-chloro-3-(trifluoro-methyl)benzyl)-5-fluoro-8-hydroxy-8-(methoxy-methyl)-5,6,7,8-tetrahydroquinoline-5-carboxamide ClC1=C(CNC(=O)C2(C=3C=CC=NC3C(CC2)(COC)O)F)C=CC=C1C(F)(F)F